(4-{[2-(cyclopropanecarboxamido)pyridin-4-yl]oxy}-3-fluorophenyl)-1-(4-difluoromethoxyphenyl)-4-methyl-5-oxo-4,5-dihydro-1H-1,2,4-triazole-3-carboxamide C1(CC1)C(=O)NC1=NC=CC(=C1)OC1=C(C=C(C=C1)NC(=O)C1=NN(C(N1C)=O)C1=CC=C(C=C1)OC(F)F)F